OC1=CC=C(C=C1)NCC(=O)O (-)-(p-hydroxyphenyl)glycine